C(C)(C)(C)C1=CC=C(C=C1)C=1OC=2N=C3N(C(C2N1)=O)CCC3 2-(4-(tert-butyl)phenyl)-6,7-dihydrooxazolo[5,4-D]pyrrolo[1,2-a]pyrimidin-9(5H)-one